1-(4-(6-aminopyrazin-2-yl)piperidin-1-yl)-4,4,4-trifluorobutan-1-one NC1=CN=CC(=N1)C1CCN(CC1)C(CCC(F)(F)F)=O